2-[(E)-N-[(E)-3-chloroprop-2-enoxy]-C-ethylcarbonimidoyl]-5-(2-ethylsulfanylpropyl)-3-hydroxycyclohex-2-en-1-one Cl/C=C/CO\N=C(/CC)\C=1C(CC(CC1O)CC(C)SCC)=O